4-(methoxymethyl)-2-methylpyrrolo[1,2-a]pyrimidine-8-carboxylic acid sodium salt [Na+].COCC1=CC(=NC=2N1C=CC2C(=O)[O-])C